ClC(CN1N=C(C(C1=O)(C)N(C(OC(C)(C)C)=O)O)C1=CC=C(C=C1)S(=O)(=O)C)=O tert-butyl N-[1-(2-chloro-2-oxoethyl)-3-(4-methanesulfonylphenyl)-4-methyl-5-oxo-4,5-dihydro-1H-pyrazol-4-yl]-N-hydroxycarbamate